F[C@@H]1CN(CC1)CC(=O)NC=1N=CC2=CC=C(C=C2C1)C=1C=NN(C1CN1CCCCC1)C (S)-2-(3-fluoropyrrolidin-1-yl)-N-(6-(1-methyl-5-(piperidin-1-ylmethyl)-1H-pyrazol-4-yl)isoquinolin-3-yl)acetamide